1-[6-[(4S)-4-benzyl-2-oxo-1,3-oxazolidin-3-yl]-4-methylpyridin-2-yl]ethyl methanesulfonate CS(=O)(=O)OC(C)C1=NC(=CC(=C1)C)N1C(OC[C@@H]1CC1=CC=CC=C1)=O